COC([C@@H](NC([C@@H](NC([C@@H](CCC1=CC=CC=C1)NC(=O)OC(C)(C)C)=O)CC(C)C)=O)CC1=CC=CC=C1)=O N-[(R)-2-(t-butoxycarbonylamino)-4-phenylbutyryl]-L-leucyl-L-phenylalanine methyl ester